tert-butyl 6-(1,1-difluoroethyl)pyrrolo[3,2-b]pyridine-1-carboxylate FC(C)(F)C=1C=C2C(=NC1)C=CN2C(=O)OC(C)(C)C